FC1=CC(=C(C=O)C=C1)C 4-fluoro-2-methylbenzaldehyde